3-[5H-imidazo[4,3-a]isoindol-5-yl]piperidin-4-ol methyl-2-methyl-2-(4-methylpyrimidin-2-yl)propanoate CCC(C(=O)OC1C(CNCC1)C1N2C(C3=CC=CC=C13)=CN=C2)(C2=NC=CC(=N2)C)C